(3r,5r,7r)-1-(p-tolyl)adamantane C1(=CC=C(C=C1)C12CC3CC(CC(C1)C3)C2)C